N-cyclopropyl-1'-((2-ethyl-5-fluoro-3-oxo-3,4-dihydroquinoxalin-6-yl)methyl)-2-methyl-1',2',3',6'-tetrahydro-[3,4'-bipyridine]-6-carboxamide C1(CC1)NC(=O)C1=CC=C(C(=N1)C)C=1CCN(CC1)CC=1C(=C2NC(C(=NC2=CC1)CC)=O)F